[Cr].[Zr] Zirconium-chromium